C(C)(C)(C)OC(=O)C1(CCC2(C(CC3=CC=CC=C23)C[C@H](COC2=CC=NC=3CCC[C@H](C23)C)C)CC1)NC1=CC(=CC=C1)Cl 4-(3-chloroanilino)-2'-[(2R)-2-methyl-3-{[(5R)-5-methyl-5,6,7,8-tetrahydroquinolin-4-yl]oxy}propyl]-2',3'-dihydrospiro[cyclohexane-1,1'-indene]-4-carboxylic acid tert-butyl ester